C12CCC(CC1)C2 exo-norbornane